ClC=1C(N(C(=CC1OCC1=NC=C(C=C1F)Cl)C)C1=CC(=NC=C1C)N1C(C(=CC=C1)C(C)(C)O)=O)=O 3-chloro-4-[(5-chloro-3-fluoropyridin-2-yl)methoxy]-2'-[3-(2-hydroxypropan-2-yl)-2-oxopyridin-1-yl]-5',6-dimethyl-[1,4'-bipyridin]-2-one